1-bromo-3-(phenoxymethyl)benzene BrC1=CC(=CC=C1)COC1=CC=CC=C1